FC1=C(C(=CC=C1)F)C=1OCC(N1)C1=CC=C(C=C1)CSSC(C)CCC1=CC=CC=C1 2-(2,6-Difluorophenyl)-4-(4-(((4-phenylbutan-2-yl)disulfaneyl)methyl)phenyl)-4,5-dihydrooxazole